trifluoromethanesulfonic acid 2-ethoxyethyl ester C(C)OCCOS(=O)(=O)C(F)(F)F